FC(C(=O)O)(F)F.C(C=C)C1NCCC1 2-allyl-pyrrolidine (trifluoroacetate)